BrC1=C(C=NN(C1=O)C)N[C@@H]1C[C@@H](CN(C1)C)C1=CC=C(C=C1)CN1CCN(CC1)CC1=C2CN(C(C2=CC=C1)=O)C1C(NC(CC1)=O)=O 3-[4-[[4-[[4-[(3R,5R)-5-[(5-bromo-1-methyl-6-oxo-pyridazin-4-yl)amino]-1-methyl-3-piperidyl]phenyl]methyl]piperazin-1-yl]methyl]-1-oxo-isoindolin-2-yl]piperidine-2,6-dione